O=CC1=C(C=CC(=C1)Cl)S(=O)(=O)[O-] 2-oxomethyl-p-chlorophenylsulfonate